C(C1=CC=CC=C1)O[C@H]1C[C@H](CC1)N1N=C(C=2C1=NC(=NC2)NC2=C(C=C1CCN(CC1=C2)C)OC)C N-[1-[(1S,3R)-3-benzyloxycyclopentyl]-3-methyl-pyrazolo[3,4-d]pyrimidin-6-yl]-6-methoxy-2-methyl-3,4-dihydro-1H-isoquinolin-7-amine